N-(1,3-benzodioxol-5-ylmethyl)-2-(4-chlorobenzyl)-8-methyl-4,5-dihydro-2H-furo[2,3-g]indazole-7-carboxamide O1COC2=C1C=CC(=C2)CNC(=O)C2=C(C1=C(CCC3=CN(N=C13)CC1=CC=C(C=C1)Cl)O2)C